6-(2-nitro-4-(trifluoromethyl)phenoxy)-1H,3H-benzo[de]isochromene-1,3-dione [N+](=O)([O-])C1=C(OC=2C=CC=3C(OC(C4=CC=CC2C34)=O)=O)C=CC(=C1)C(F)(F)F